C(C)(C)(C)OC(=O)N1CCN(CC1)C1=NC=CC(=C1)C1=C(C(=CC=C1)Br)OC 4-(4-(3-bromo-2-methoxyphenyl)pyridin-2-yl)piperazine-1-carboxylic acid tert-butyl ester